[Ru](Cl)(Cl)Cl.N1=C(C=CC=C1)C1=NC=CC=C1.N1=C(C=CC=C1)C1=NC=CC=C1.N1=C(C=CC=C1)C1=NC=CC=C1 tris(2,2'-bipyridyl) ruthenium chloride